6-(2-oxopyrrolidin-1-yl)quinoline-4-carboxylic acid O=C1N(CCC1)C=1C=C2C(=CC=NC2=CC1)C(=O)O